(2,4,6-trimethylphenyl)silane CC1=C(C(=CC(=C1)C)C)[SiH3]